FC1=CC(=C(N)C=C1[N+](=O)[O-])C 4-Fluoro-2-methyl-5-nitro-anilin